3-(anthracen-10-yl)benzaldehyde C1=CC=CC2=C(C3=CC=CC=C3C=C12)C=1C=C(C=O)C=CC1